COC(C)C1(CCN(CC1)C(=O)OC(C)(C)C)C tert-butyl 4-(1-methoxy ethyl)-4-methylpiperidine-1-carboxylate